N-benzyl-6-[4-(3-cyanophenoxy)piperidin-1-yl]-5-methylpyridazine-3-carboxamide C(C1=CC=CC=C1)NC(=O)C=1N=NC(=C(C1)C)N1CCC(CC1)OC1=CC(=CC=C1)C#N